C(OC1=C(C=CC=C1)C)([O-])=O 2-methylphenyl carbonate